ClC1=CC2=C(N(C(N=C2N2[C@H](CN(CC2)C(=O)OC(C)(C)C)C)=O)C=2C(=NOC2C(C)C)C)N=C1C1=C(C=CC=C1O)F tert-butyl (3s)-4-(6-chloro-7-(2-fluoro-6-hydroxyphenyl)-1-(5-isopropyl-3-methylisoxazol-4-yl)-2-oxo-1,2-dihydropyrido[2,3-d]pyrimidin-4-yl)-3-methylpiperazine-1-carboxylate